O[C@H]1C[C@H]2C[C@H]([C@H]3[C@@H]4CC[C@H]([C@@H](CCC(=O)NCCS(=O)(=O)O)C)[C@]4([C@H](C[C@@H]3[C@]2(CC1)C)O)C)O 2-[(3α,7α,12α-trihydroxy-24-oxo-5β-cholan-24-yl)amino]ethanesulfonic acid